7-Chloro-5-(3-fluorophenyl)imidazo[1,2-a]Quinoxaline-4(5H)-on ClC=1C=C2N(C(C=3N(C2=CC1)C=CN3)=O)C3=CC(=CC=C3)F